COC1=NC=NC(=C1C(=O)NC=1SC2=C(N1)C=1C=CC(=CC1OC21COCC1)C(F)(F)F)OC 4,6-dimethoxy-N-(7-(trifluoromethyl)-4',5'-dihydro-2'H-spiro[chromeno[4,3-d]thiazole-4,3'-furan]-2-yl)pyrimidine-5-carboxamide